9-chloro-2-(furan-2-yl)-[1,2,4]triazolo[1,5-c]quinazolin-5-amine ClC1=CC=2C=3N(C(=NC2C=C1)N)N=C(N3)C=3OC=CC3